(2-(2-Benzyl-4-methylphenoxy)propyl)-4-methylpiperazine hydrochloride Cl.C(C1=CC=CC=C1)C1=C(OC(CN2CCN(CC2)C)C)C=CC(=C1)C